(S)-4-((6-Fluoropyridin-2-yl)methyl)-N-(5-methyl-4-oxo-7-((tetrahydro-2H-pyran-4-yl)ethynyl)-2,3,4,5-tetrahydrobenzo[b][1,4]oxazepin-3-yl)-1H-pyrazole-1-carboxamide FC1=CC=CC(=N1)CC=1C=NN(C1)C(=O)N[C@@H]1C(N(C2=C(OC1)C=CC(=C2)C#CC2CCOCC2)C)=O